O1CC(C1)NC1=CC=NC=C1 4-(3-oxetanylamino)pyridine